2-isocyanato-1-methyl-3-(propan-2-yl)benzene 1,1-dimethyl-2,2-dibromoethyl-carbamate CC(C(Br)Br)(C)NC(O)=O.N(=C=O)C1=C(C=CC=C1C(C)C)C